Cl.N=S1(CCN(CC1)C1=NC=C(C=C1NS(=O)(=O)C1=CC=CC=C1)C1=CC=2C3=C(C=NC2C=C1)N(C(C31CCC1)=O)C)=O N-(2-(1-Imino-1-oxido-1λ6-thiomorpholino)-5-(3'-methyl-2'-oxo-2',3'-dihydrospiro[cyclobutane-1,1'-pyrrolo[2,3-c]quinolin]-8'-yl)pyridin-3-yl)benzenesulfonamide hydrochloride